2-(2-(6-chloro-1H-pyrrolo[2,3-b]pyridin-4-yl)-6-((R)-3-methylmorpholino)-pyrimidin-4-yl)-1-iminotetrahydro-1H-1λ6-thiophene 1-oxide ClC1=CC(=C2C(=N1)NC=C2)C2=NC(=CC(=N2)C2S(CCC2)(=N)=O)N2[C@@H](COCC2)C